C(C)OP(=O)(OCC)C(C(=O)OCC)C Ethyl 2-(diethoxyphosphoryl)propionate